CN[C@H]1CN(CC1)C1=NC=NC2=C1OC(CN2)C (3R)-N-Methyl-1-(6-methyl-7,8-dihydro-6H-pyrimido[5,4-b][1,4]oxazin-4-yl)pyrrolidin-3-amine